CC(C)(C)[S@](=O)N[C@H](CC)C1=NC(=CC2=C1CNC2=O)N(C(C)C)C (S,S)-2-methyl-N-[(1R)-1-{6-[methyl(propan-2-yl)amino]-1-oxo-2,3-dihydro-1H-pyrrolo[3,4-c]pyridin-4-yl}propyl]propane-2-sulfinamide